((4-fluorobenzyl)amino)-4-methyl-8-nitro-2H-benzopyran-2-one FC1=CC=C(CNC=2C(OC3=C(C2C)C=CC=C3[N+](=O)[O-])=O)C=C1